C(C)OC(=O)C=1N=C2N(C=C(C(=C2)OC)C#N)C1CC 6-cyano-3-ethyl-7-methoxyimidazo[1,2-a]pyridine-2-carboxylic acid ethyl ester